C1(CC1)C1=CC(=CC=2CCOC21)N 7-Cyclopropyl-2,3-dihydrobenzofuran-5-amine